copper-iron hydrochloric acid Cl.[Fe].[Cu]